N-(2-(7-oxa-1-azaspiro[4.4]nonan-4-yl)thieno[2,3-b]pyridin-4-yl)benzo[d]thiazol-5-amine N1CCC(C12COCC2)C2=CC=1C(=NC=CC1NC=1C=CC3=C(N=CS3)C1)S2